6-methoxy-2-[2-(4-methoxyphenyl)phenethyl]chromone COC=1C=C2C(C=C(OC2=CC1)CCC1=C(C=CC=C1)C1=CC=C(C=C1)OC)=O